methyl (R)-3-(4-bromophenyl)-2-((tert-butoxycarbonyl)amino)propanoate BrC1=CC=C(C=C1)C[C@H](C(=O)OC)NC(=O)OC(C)(C)C